C(C)(C)(C)OC(=O)NCCN N-(tert-butoxycarbonyl)ethylenediamine